(S)-1'-(5-((3-chloro-2-(dimethylamino)pyridin-4-yl)thio)pyrazin-2-yl)-5,7-dihydrospiro[cyclopenta[b]pyridine-6,4'-piperidin]-5-amine ClC=1C(=NC=CC1SC=1N=CC(=NC1)N1CCC2(CC1)[C@@H](C=1C(=NC=CC1)C2)N)N(C)C